ClC1=C2C(N(C(NC2=C(C=C1)S(=O)(=O)C1=CC(=C2C=NN(C2=C1)C=1OC=CN1)F)=O)O)=O 5-chloro-8-((4-fluoro-1-(oxazol-2-yl)-1H-indazol-6-yl)sulfonyl)-3-hydroxyquinazoline-2,4(1h,3h)-dione